N1(C=CC=C1)C=1C=C(C=O)C=CC1 3-(1H-pyrrol-1-yl)-benzaldehyde